N1N=NC(=C1)/C=C/CN1C(C2=CC=CC=C2C1CC1=C(C=NN1C)Cl)(C)C (E)-2-(3-(1H-1,2,3-triazol-4-yl)allyl)-3-((4-chloro-1-methyl-1H-pyrazol-5-yl)methyl)-1,1-dimethylisoindoline